6-chloro-8-fluoro-7-(5-methyl-1H-indazol-4-yl)-2-((1-(pyrrolidin-1-ylmethyl)cyclopropyl)methoxy)quinazolin ClC=1C=C2C=NC(=NC2=C(C1C1=C2C=NNC2=CC=C1C)F)OCC1(CC1)CN1CCCC1